(S)-N-(1-cyclohexylethyl)-6-(2-(cyclopropanecarboxamido)benzo[d]thiazol-6-yl)-2-methylquinazolin-4-carboxamide C1(CCCCC1)[C@H](C)NC(=O)C1=NC(=NC2=CC=C(C=C12)C1=CC2=C(N=C(S2)NC(=O)C2CC2)C=C1)C